(5-(oxetan-3-yl)-4,5,6,7-tetrahydro-1H-pyrazolo[4,3-c]pyridin-3-yl)methanone O1CC(C1)N1CC2=C(CC1)NN=C2C=O